3,5-diethylthio-2,6-toluenediamine C(C)SC1=C(C(C)=C(C(=C1)SCC)N)N